CN(CCN(CC[O-])C)C.[Na+] sodium 2-{[2-(dimethylamino)ethyl]methylamino}ethanolate